BrC=1C=CC2=C(N=C(S2)C23CC(C2)(C3)NC(=O)N3N=C(C=C3)C3(CC3)S(=O)(=O)C)C1 N-[3-(5-bromo-1,3-benzothiazol-2-yl)-1-bicyclo[1.1.1]pentanyl]-3-(1-methylsulfonylcyclopropyl)pyrazole-1-carboxamide